BrC=1C=C2C(=NN(C(C2=CC1)=O)CC(=O)N[C@H]1CN(CC[C@H]1O)C(=O)OC(C)(C)C)C(C)C tert-butyl (3S,4R)-3-(2-(6-bromo-4-isopropyl-1-oxophthalazin-2(1H)-yl)acetamido)-4-hydroxypiperidine-1-carboxylate